(E)-tert-butyl (tert-butoxycarbonylamino)(2-(6-(3-chlorophenylamino)-8-fluoro-3,4-dihydro-1H-carbazol-9(2H)-yl)ethylamino)methylenecarbamate C(C)(C)(C)OC(=O)N\C(\NCCN1C2=C(C=C(C=C2C=2CCCCC12)NC1=CC(=CC=C1)Cl)F)=N\C(OC(C)(C)C)=O